2-[2-[[5-(3-aminoazetidin-1-yl)-1,3-benzothiazol-2-yl]methylcarbamoyl]indan-2-yl]acetic acid NC1CN(C1)C=1C=CC2=C(N=C(S2)CNC(=O)C2(CC3=CC=CC=C3C2)CC(=O)O)C1